(1-(3,5-dichlorophenyl)-7-methoxy-8-(1-methyl-1H-pyrazol-3-yl)-1,5-dihydroisothiochromeno[4,3-c]pyrazol-3-yl)(3,3-dimethylmorpholino)methanone ClC=1C=C(C=C(C1)Cl)N1N=C(C2=C1C=1C=C(C(=CC1CS2)OC)C2=NN(C=C2)C)C(=O)N2C(COCC2)(C)C